CC(C(=O)OC)(COC1=CC=CC=C1)C methyl 2,2-dimethyl-3-phenoxypropionate